C(C)(C)(C)OC(=O)C1(CN(C=2C(O1)=CC(CC2)(C(=O)O)C)C(C=C)=O)C(C)(C)C 2-(tert-butyl)7-methyl-4-propenoyl-3,4-dihydro-2H-benzo[b][1,4]oxazine-2,7-dicarboxylic acid 2-(tert-butyl) ester